3-(2-bromo-5-chloro-4-fluorophenyl)propionyl chloride BrC1=C(C=C(C(=C1)F)Cl)CCC(=O)Cl